BrC(C(O)(O)[N+](=O)[O-])C bromo-nitro-propane-diol